3-(2,6-dimethylpyridin-3-yl)isoxazole-5-carboxylic acid CC1=NC(=CC=C1C1=NOC(=C1)C(=O)O)C